[N+](=O)([O-])C1=NON=C1[N+](=O)[O-] 3,4-dinitrofurazan